N[C@@H](CC1=CNC=N1)C(=O)N=[N+]=[N-] histidine, azide